Tri(3,4-dimethyl-3-hexyl)citrat CC(CC)(C(CC)C)C(C(C(C(=O)[O-])(C(CC)(C(CC)C)C)C(CC)(C(CC)C)C)(O)C(=O)[O-])C(=O)[O-]